N1(CCCC1)CCNC1=CC=CC=C1 N-(2-(pyrrolidin-1-yl)ethyl)aniline